COC=1C=C(C=CC1OC)C1=NC2=C(N1C)C=C(C=C2C)C2CCN(CC2)C2CC1CCC(C2)N1C1COC1 2-(3,4-Dimethoxyphenyl)-1,4-dimethyl-6-(1-(8-(oxetan-3-yl)-8-azabicyclo[3.2.1]octan-3-yl)piperidin-4-yl)-1H-benzo[d]imidazol